N1=C(C=CC(=C1)S(=O)(=O)N1CCC2(CCCN(C2)CCC(C)(C)C)CC1)C1=CC=NC=C1 9-([2,4'-Bipyridin]-5-ylsulfonyl)-2-(3,3-dimethylbutyl)-2,9-diazaspiro[5.5]undecane